FC=1C(=C(C=CC1)C(=O)N1CC(C1)(O)[C@H]1NCCCC1)NC1=C(C=C(C=C1)I)F 1-({3-fluoro-2-[(2-fluoro-4-iodophenyl)amino]Phenyl}carbonyl)-3-[(2S)-piperidin-2-yl]Azetidin-3-ol